N1CCC(CC1)N1C=NC2=NC=CC=C21 1-(piperidin-4-yl)-1H-imidazo[4,5-b]pyridine